N(=[N+]=[N-])[C@H]1[C@H](N(CC1)C1=NC(=CC(=C1C#N)C(F)(F)F)C)C(=O)NC1=C(C=C(C(=C1)Cl)F)F (2S,3R)-3-azido-N-(5-chloro-2,4-difluoro-phenyl)-1-[3-cyano-6-methyl-4-(trifluoromethyl)-2-pyridyl]pyrrolidine-2-carboxamide